Cl.CC1(OC2(CC1)CCNCC2)C 2,2-dimethyl-1-oxa-8-azaspiro[4.5]decane hydrochloride